3-fluoro-2,4-dimethyl-benzoic acid FC=1C(=C(C(=O)O)C=CC1C)C